pentane-1,2-diol Methyl-5-fluoro-1-(4-methoxybenzyl)-6-oxo-1,6-dihydropyrimidine-4-carboxylate CC=1N(C(C(=C(N1)C(=O)O)F)=O)CC1=CC=C(C=C1)OC.C(C(CCC)O)O